3-pentyloctan-1-ol C(CCCC)C(CCO)CCCCC